(4-(2-methoxyphenoxy)phenyl)-3-oxopropanamide COC1=C(OC2=CC=C(C=C2)C(C(=O)N)C=O)C=CC=C1